FC(CCC=1OC(=CN1)C=1C=CC(=NC1C1=CC=2N(C=C1)C=C(N2)C)C#N)(C)C 5-(2-(3-Fluoro-3-methylbutyl)oxazol-5-yl)-6-(2-methylimidazo[1,2-a]pyridin-7-yl)picolinonitril